O[C@](C(=O)O[C@@H]1CN2CCC1CC2)(C2=CC=CC=C2)C2=CC(=CC=C2)O |&1:5| (S,R)- and (R,R)-Quinuclidin-3-yl 2-hydroxy-2-(3-hydroxyphenyl)-2-phenylacetate